N(=[N+]=[N-])[C@H]1[C@H](O[C@@H]([C@H]([C@@H]1OCC1=CC=CC=C1)OCC1=CC=CC=C1)COCC1=CC=CC=C1)F 2-azido-2-deoxy-3,4,6-tri-O-benzyl-α-D-glucopyranosyl fluoride